The molecule is an N-acyl-L-alpha-amino acid anion resulting from deprotonation of both carboxy groups of N-acetyl-L-glutamic acid. It has a role as a human metabolite and a Saccharomyces cerevisiae metabolite. It is a N-acyl-L-alpha-amino acid anion and a dicarboxylic acid dianion. It derives from a L-glutamate(2-). It is a conjugate base of a N-acetyl-L-glutamate(1-). CC(=O)N[C@@H](CCC(=O)[O-])C(=O)[O-]